NC1=CC=CC=2OC(OC21)(F)F 4-Amino-2,2-difluoro-1,3-benzodioxole